FC(OCC(=O)N)F 2-(difluoromethoxy)-acetamide